6,7-dimethoxy-1-(3,4,5-trimethylbenzyl)-3,4-dihydroisoquinoline COC=1C=C2CCN=C(C2=CC1OC)CC1=CC(=C(C(=C1)C)C)C